n-octanoic acid amyl ester C(CCCC)OC(CCCCCCC)=O